2-chloro-7-(8-fluoro-2-methylimidazo[1,2-a]pyridin-6-yl)-5H-thiazolo[3,2-a]pyrimidin-5-one ClC1=CN2C(=NC(=CC2=O)C=2C=C(C=3N(C2)C=C(N3)C)F)S1